FC=1C(=CC=2C3=C(N(C(C2C1)=O)CCO)COC[C@H]3N(C(=O)C=3NC1=CC(=C(C=C1C3)F)F)C)F (S)-N-(8,9-Difluoro-5-(2-hydroxyethyl)-6-oxo-1,4,5,6-tetrahydro-2H-pyrano[3,4-c]isoquinolin-1-yl)-5,6-difluoro-N-methyl-1H-indole-2-carboxamide